(3S)-3-[(5S)-6-azaspiro[2.5]octan-5-ylformamido]-N-cyclopropyl-2-hydroxy-4-[(3S)-2-oxopyrrolidin-3-yl]butanamide C1CC12C[C@H](NCC2)C(=O)N[C@H](C(C(=O)NC2CC2)O)C[C@H]2C(NCC2)=O